1-phenylethane-1,2-diyldicarbamic acid C1(=CC=CC=C1)C(CNC(O)=O)NC(O)=O